1-(trans-4-((4-(4-chloro-1-methyl-1H-pyrazol-3-yl)-5-(difluoromethyl)pyrimidin-2-yl)amino)cyclohexyl)-3-(2,2-difluoroethyl)-1-(5-(2-methoxypyrimidin-5-yl)pyridin-2-yl)urea ClC=1C(=NN(C1)C)C1=NC(=NC=C1C(F)F)N[C@@H]1CC[C@H](CC1)N(C(=O)NCC(F)F)C1=NC=C(C=C1)C=1C=NC(=NC1)OC